6-(2,4-difluoro-3-methyl-phenyl)-1-(2-oxobutyl)-3H-imidazo[4,5-b]Pyridine FC1=C(C=CC(=C1C)F)C=1C=C2C(=NC1)NCN2CC(CC)=O